(S)-1-((4-(6-carbamimidoyl-5-methoxy-1H-benzo[d]imidazol-2-yl)benzoyl)-L-prolyl)-N-(4-(6-carbamimidoyl-5-methoxy-1H-benzo[d]imidazol-2-yl)phenyl)pyrrolidine-2-carboxamide C(N)(=N)C=1C(=CC2=C(NC(=N2)C2=CC=C(C(=O)N3[C@@H](CCC3)C(=O)N3[C@@H](CCC3)C(=O)NC3=CC=C(C=C3)C3=NC4=C(N3)C=C(C(=C4)OC)C(N)=N)C=C2)C1)OC